COC=1C=C(C(=O)Cl)C=C(C1C(C)C)OC 3,5-dimethoxy-4-isopropylbenzoyl chloride